C1(CC1)[C@H]([C@H](C1=NC=CC=N1)O)N1C(C2=CC(=CC=C2C1)C=1OC(=NN1)C(F)F)=O |o1:3,4| 2-[(1R*,2R*)-1-cyclopropyl-2-hydroxy-2-(pyrimidin-2-yl)ethyl]-6-[5-(difluoromethyl)-1,3,4-oxadiazol-2-yl]-2,3-dihydro-1H-isoindol-1-one